C1(CC1)N1C(=NC2=C(C=C(C=C2C1=O)C)\C(\C)=N/[S@](=O)C(C)(C)C)N1CCOCC1 (NZ,R)-N-[1-(3-cyclopropyl-6-methyl-2-morpholino-4-oxo-quinazolin-8-yl)ethylidene]-2-methyl-propane-2-sulfinamide